(E)-2-(4-chlorophenyl)-N'-(3,5-dimethoxybenzylidene)isonicotinohydrazide ClC1=CC=C(C=C1)C=1C=C(C(=O)N/N=C/C2=CC(=CC(=C2)OC)OC)C=CN1